C(CCCCCCCCCCCCCCCCCCCCC)(=O)O.C(CCCCCCCCCCCCCCCCCCCCC)(=O)N behenic acid amide, behenic acid salt